N-ethyl-carbazole tetrafluoroborate F[B-](F)(F)F.C(C)N1C2=CC=CC=C2C=2C=CC=CC12